[NH3+]C(CC)S(=O)(=O)O ammoniopropanesulfonic acid